tert-butyl N-[(S)-[7-(1-methylpyrazol-4-yl)-1,2,3,4-tetrahydro-1,5-naphthyridin-3-yl]-phenyl-methyl]carbamate CN1N=CC(=C1)C1=CN=C2CC(CNC2=C1)[C@H](NC(OC(C)(C)C)=O)C1=CC=CC=C1